C(#N)C=1C=CC(=C2C=CC=NC12)N1CC=2N(N=C3C=C(C=CC23)N2CCN(CC2)CC(=O)N)[C@@H](C1)C (R)-2-(4-(2-(8-cyanoquinolin-5-yl)-4-methyl-1,2,3,4-tetrahydropyrazino[1,2-b]indazol-8-yl)piperazine-1-yl)acetamide